R-1-[5-(ethylsulfonimidoyl)-6-[7-methyl-3-(trifluoromethyl)imidazo[4,5-c]pyridazin-6-yl]-3-pyridyl]cyclopropanecarbonitrile C(C)[S@](=O)(=N)C=1C=C(C=NC1C1=NC2=C(N=NC(=C2)C(F)(F)F)N1C)C1(CC1)C#N